2,4-dimethyl-2-(2-hydroxyethoxy)-methylpentanediol CC(C(O)(O)C)(CC(C)C)OCCO